ClC1=C2CN(CC2=CC(=C1OCC(=C)CCl)OC)C(CCC(=O)OCC)=O ethyl 4-[4-chloro-5-[2-(chloromethyl) allyloxy]-6-methoxy-isoindolin-2-yl]-4-oxo-butanoate